(R)-1-(5,6,7,8-tetrahydronaphthalen-2-yl)ethan-1-amine C1=C(C=CC=2CCCCC12)[C@@H](C)N